6-ethyl-4-hydroxy-2-oxo-1-phenyl-1,2-dihydropyridine-3-carbonitrile C(C)C1=CC(=C(C(N1C1=CC=CC=C1)=O)C#N)O